CCCCCCCCCCCCCCCCCC(=O)OCC1C(C(C(C(O1)OC2C(C(C(C(O2)COC(=O)CCCCCCCCCCCCCCCCC)O)OC(=O)CCCCCCCCCCCCCCCCC)OC(=O)CCCCCCCCCCCCCCC)OS(=O)(=O)[O-])O)O The molecule is an organosulfate oxoanion that is the conjugate base of 2-palmitoyl-3,6,6'-tristearoyl-2'-sulfo-alpha,alpha-trehalose arising from deprotonation of the sulfate OH group; major species at pH 7.3. It has a role as a bacterial metabolite. It is a conjugate base of a 2-palmitoyl-3,6,6'-tristearoyl-2'-sulfo-alpha,alpha-trehalose.